4-(1-((2R,5S)-2,5-dimethylpiperazin-1-yl)ethyl)-2-(2-methoxyethoxy)benzonitrile C[C@H]1N(C[C@@H](NC1)C)C(C)C1=CC(=C(C#N)C=C1)OCCOC